ClC1=C(C=C(N=N1)N1C[C@H](CC1)N(C(OC(C)(C)C)=O)C1CCC1)C tert-butyl N-(3S)-(1-(6-chloro-5-methylpyridazin-3-yl)pyrrolidin-3-yl)(cyclobutyl)carbamate